N-(2-chloro-5-(4-((1R-phenylethyl)amino)quinazolin-6-yl)pyridin-3-yl)methanesulfonamide ClC1=NC=C(C=C1NS(=O)(=O)C)C=1C=C2C(=NC=NC2=CC1)N[C@H](C)C1=CC=CC=C1